((3R)-4-amino-3-methyl-1,3-dihydrofuro[3,4-c]quinolin-8-yl)((2R,4S)-4-(4-chlorophenyl)-2-cyclopropyl-1-pyrrolidinyl)methanone NC1=NC=2C=CC(=CC2C2=C1[C@H](OC2)C)C(=O)N2[C@H](C[C@H](C2)C2=CC=C(C=C2)Cl)C2CC2